F[C@@H](CO)COC1=NNC(=C1[N+](=O)[O-])C (S)-2-fluoro-3-((5-methyl-4-nitro-1H-pyrazol-3-yl)oxy)propan-1-ol